C1(CC1)NC1=CC=C(C(=N1)F)C1=NN(C=C1C(=O)O)C1CCC(CC1)(F)F 3-[6-(Cyclopropylamino)-2-fluoropyridin-3-yl]-1-(4,4-difluorocyclohexyl)pyrazole-4-carboxylic acid